OC(=O)C(F)(F)F.FC1=C(C=C(C=C1)C1=NC=CC=C1C=1C=C2C=NN(C2=CC1)C(=O)OC[C@@H](CC1=CNC2=CC=CC=C12)N)C (R)-2-Amino-3-(1H-indol-3-yl)propyl 5-(2-(4-fluoro-3-methylphenyl)pyridin-3-yl)-1H-indazole-1-carboxylate TFA salt